ClC=1C=2N(C=CC1)N=C(C2)[C@@H]2N(CCC1=C2N=CN1)C(=O)C1=C(N=C(O1)[C@@H](C)O)C(F)F ((R)-4-(4-chloropyrazolo[1,5-a]pyridin-2-yl)-6,7-dihydro-1H-imidazo[4,5-c]pyridin-5(4H)-yl)(4-(difluoromethyl)-2-((R)-1-hydroxyethyl)oxazol-5-yl)methanone